NCCS(=O)(=O)[O-].[K+] Potassium Taurate